3,3,4,4,4-pentafluoro-1-chlorobut-1-ene FC(C=CCl)(C(F)(F)F)F